3-((3,4,5-trifluorobenzyl)amino)-7,8,8a,9-tetrahydropyrrolo[1',2':3,4]imidazo[1,2-c]pyrimidin-1(6H)-one FC=1C=C(CNC=2C=C3N(C(N2)=O)CC2N3CCC2)C=C(C1F)F